O1CCN(CC1)CC(C(=O)N)=C 2-(morpholinomethyl)acrylamide